2-(4-(4-chlorophenyl)-1H-1,2,3-triazol-1-yl)-N-(4-nitrophenyl)acrylamide ClC1=CC=C(C=C1)C=1N=NN(C1)C(C(=O)NC1=CC=C(C=C1)[N+](=O)[O-])=C